5-chloro-1-(3-methoxy-3-oxopropyl)-3-ethyl-1H-indole-2-carboxylic acid methyl ester COC(=O)C=1N(C2=CC=C(C=C2C1CC)Cl)CCC(=O)OC